bis(4-tert-butyl-3-hydroxy-2,6-dimethylbenzyl) dithioterephthalate C(C1=CC=C(C(=S)OCC2=C(C(=C(C=C2C)C(C)(C)C)O)C)C=C1)(=S)OCC1=C(C(=C(C=C1C)C(C)(C)C)O)C